CCCCCCC=CC nona-7-en